1,6-dimethyl-3-hydroxy-5-methoxy-2-pentyl-1,4-dihydropyridine CN1C(=C(CC(=C1C)OC)O)CCCCC